Tert-Butyl ((1-(5-((2-chloro-3-(methylamino)phenyl)thio)pyrazin-2-yl)-4-methylpiperidin-4-yl)methyl)carbamate ClC1=C(C=CC=C1NC)SC=1N=CC(=NC1)N1CCC(CC1)(C)CNC(OC(C)(C)C)=O